3-cyano-6-((pyridin-2-ylmethyl)amino)pyrazolo[1,5-a]pyridin-4-yl trifluoromethanesulfonate FC(S(=O)(=O)OC=1C=2N(C=C(C1)NCC1=NC=CC=C1)N=CC2C#N)(F)F